C(CCCCCC(C)C)(=O)[O-].[Pb+2].C(CCCCCC(C)C)(=O)[O-] lead (II) isononanoate